C(CCC)C=1C(=C(C(C(=O)O)=CC1)C(=O)O)CCCC.C(C=1C(C(=O)OCCCC)=CC=CC1)(=O)OCCCC di-n-butyl phthalate (di-n-butyl phthalate)